2-[7-bromo-1-oxo-4-(trifluoromethyl)phthalazin-2-yl]-N-(5-fluoropyrimidin-4-yl)acetamide BrC1=CC=C2C(=NN(C(C2=C1)=O)CC(=O)NC1=NC=NC=C1F)C(F)(F)F